CN(C=1C=CC(=C(C(=O)NC=2C=CC(=C3C=CC=NC23)C[C@@H](C(=O)OC)NC(C2=CC=CC=C2)(C2=CC=CC=C2)C2=CC=CC=C2)C1)NC(=O)OCC)C methyl (S)-3-(8-(5-(dimethylamino)-2-((ethoxycarbonyl)amino)benzamido)quinolin-5-yl)-2-(tritylamino)propanoate